4-(2,8-dimethylimidazo[1,2-b]pyridazin-6-yl)-2,6-difluoro-aniline CC=1N=C2N(N=C(C=C2C)C2=CC(=C(N)C(=C2)F)F)C1